N1=CC=CN=C1 1,5-diazainine